ClC=1N=CC=2C3=C(C=C(C2C1)S(=O)(=O)NCC(C)(C)F)CCC3OC=3C=NC=CC3 3-chloro-N-(2-fluoro-2-methyl-propyl)-9-(3-pyridyloxy)-8,9-dihydro-7H-cyclopenta[h]isoquinoline-5-sulfonamide